ethyl butyrate (isoamyl butyrate) C(CC(C)C)C(C(=O)O)CC.C(CCC)(=O)OCC